CC(CCO)CC=CCCCC 3-methyldec-5-en-1-ol